C1(CCCC1)[C@H](NC(=O)C=1C(=NOC1)CC)C1=NC2=C(N1)C=CC(=C2F)C2COCC2C(=O)N2CC(C2)O N-[(S)-cyclopentyl-{4-fluoro-5-[4-(3-hydroxyazetidine-1-carbonyl)tetrahydrofuran-3-yl]-1H-benzimidazol-2-yl}methyl]-3-ethylisoxazole-4-carboxamide